trans-benzyl (3-methoxypiperidin-4-yl)(methyl)carbamate CO[C@@H]1CNCC[C@H]1N(C(OCC1=CC=CC=C1)=O)C